FC(C(=O)O)(F)F.C12CNCC(CC1)N2 3,8-diazabicyclo[3.2.1]octane trifluoroacetate salt